OCOC=1C(=NC(N([C@H]2[C@H](O)[C@H](O)[C@@H](CO)O2)C1)=O)N 5-hydroxymethoxycytidine